(rac)-nicotine N1=CC=CC(=C1)[C@@H]1N(C)CCC1 |r|